3-cyclopropyl-1-(N-methyl-pyrrol-2-yl)propan-1-one C1(CC1)CCC(=O)C=1N(C=CC1)C